O1C=NC2=C1C=CC(=C2)C=2N=C(SC2)N 4-(1,3-benzoxazol-5-yl)-1,3-thiazol-2-amine